2-(3-sulfopropylamino)succinic acid S(=O)(=O)(O)CCCNC(C(=O)O)CC(=O)O